7-(3-(3,3-difluoro-4-phenylbutoxy)-2-fluorophenyl)-[1,2,4]triazolo[1,5-a]pyridin-2-amine FC(CCOC=1C(=C(C=CC1)C1=CC=2N(C=C1)N=C(N2)N)F)(CC2=CC=CC=C2)F